(2R,6S)-2-(1-cyclopropyl-1H-pyrazol-4-yl)-4-(4-(2,4-difluorophenyl)-7-methylpteridin-2-yl)-6-methylmorpholine C1(CC1)N1N=CC(=C1)[C@@H]1CN(C[C@@H](O1)C)C1=NC2=NC(=CN=C2C(=N1)C1=C(C=C(C=C1)F)F)C